CN(CCC1=NN(C(C(=C1)C)=O)C(C(=O)O)CC(C)C)C 2-(3-(2-(dimethylamino)ethyl)-5-methyl-6-oxopyridazine-1(6H)-yl)-4-methylpentanoic acid